(3,3,5,5-tetramethylcyclohexane-1,1-diyl)dimethanol CC1(CC(CC(C1)(C)C)(CO)CO)C